1-n-Butyl-3,5-diethyl-4-hydroxy-pyrazol C(CCC)N1N=C(C(=C1CC)O)CC